C(C)(C)(C)OC(=O)NS(=O)(=O)NCCC1(CN(C1)C(=O)OC(C)(C)C)C tert-butyl 3-(2-(N-(tert-butoxycarbonyl) sulfamoylamino) ethyl)-3-methylazetidine-1-carboxylate